4-fluoro-2-[3-fluoro-5-(methylthio)phenyl]pyrrolidine-1-carboxylic acid tert-butyl ester C(C)(C)(C)OC(=O)N1C(CC(C1)F)C1=CC(=CC(=C1)SC)F